1-[5-(1,3-dioxolan-2-yl)-6-[1-(2-methoxyethyl)-3-methyl-pyrazol-4-yl]-2-pyridyl]-6-methoxy-N-(6-methylpyridazin-3-yl)benzimidazol-5-amine O1C(OCC1)C=1C=CC(=NC1C=1C(=NN(C1)CCOC)C)N1C=NC2=C1C=C(C(=C2)NC=2N=NC(=CC2)C)OC